5-bromo-3-[1-(4-methylpyridin-2-yl)ethoxy]pyridin-2-amine BrC=1C=C(C(=NC1)N)OC(C)C1=NC=CC(=C1)C